F[C@@]1(C[C@H](N(C1)C(CNC(C1=CC(=C(C=C1)OC1=CC=CC=C1)C)=O)=O)C(=O)OCC1=CC=CC=C1)COC benzyl (2S,4R)-4-fluoro-4-(methoxymethyl)-1-((3-methyl-4-phenoxybenzoyl)glycyl)pyrrolidine-2-carboxylate